C1(CCC1)C=1C(=NN(C1NC(=O)NC1CC(C1)(F)F)C)C1CCC(CC1)(F)F 1-(4-cyclobutyl-3-(4,4-difluoro-cyclohexyl)-1-methyl-1H-pyrazol-5-yl)-3-(3,3-difluorocyclobutyl)urea